BrC(C(=O)[O-])CCC(C(=O)[O-])Br 2,5-dibromoadipate